1,3-dioxoisoindolin-2-ylspiro[2.2]pentane-1-carboxylate O=C1N(C(C2=CC=CC=C12)=O)C1(CC12CC2)C(=O)[O-]